3-(4-deuterio-8-methyl-2,3-dihydro-1H-quinolin-4-yl)-1-methyl-7-[4-(4-methylpiperazin-1-yl)anilino]-4H-pyrimido[4,5-d]pyrimidin-2-one [2H]C1(CCNC2=C(C=CC=C12)C)N1C(N(C2=NC(=NC=C2C1)NC1=CC=C(C=C1)N1CCN(CC1)C)C)=O